N-cyanourethane C(#N)NC(=O)OCC